CS(=O)(=O)[O-].C[N+](CC)(C)C N,N,N-trimethylethan-1-aminium methanesulfonate